NC(CO)(C(C)O)CO 2-amino-2-(hydroxymethyl)butane-1,3-diol